ClC1=NN=C(S1)CN1C[C@@](CC1)([C@H]1OCC1(F)F)CCC1=CC=C(C#N)C=C1 |o1:12| 4-(2-((R)-1-((5-chloro-1,3,4-thiadiazol-2-yl)methyl)-3-((R or S)-3,3-difluorooxetan-2-yl)pyrrolidin-3-yl)ethyl)benzonitrile